(S)-(3-((3-dihydroxyboryl-4-fluorobenzyl)(5,6-diamino-6-oxohexyl)carbamoyl)-5-fluorophenyl)boronic acid OB(C=1C=C(CN(C(=O)C=2C=C(C=C(C2)F)B(O)O)CCCC[C@@H](C(=O)N)N)C=CC1F)O